4-(4-fluoro-2-(4-(2-(trifluoromethyl)benzoyl)-1H-pyrrol-2-yl)-1H-benzo[d]imidazol-6-yl)-1-methylpiperazin-2-one FC1=CC(=CC=2NC(=NC21)C=2NC=C(C2)C(C2=C(C=CC=C2)C(F)(F)F)=O)N2CC(N(CC2)C)=O